methyl N-(3-acryloyl-4-methyl-1-oxa-3,8-diazaspiro[4.5]decane-8-carbonyl)-N-methyl-L-valinate C(C=C)(=O)N1COC2(C1C)CCN(CC2)C(=O)N([C@@H](C(C)C)C(=O)OC)C